((2-((4,5-dimethylthiazol-2-yl) carbamoyl) phenyl) amino)-12-oxododecyl methanesulfonate CS(=O)(=O)OCCCCCCCCCCCC(=O)NC1=C(C=CC=C1)C(NC=1SC(=C(N1)C)C)=O